ClC1=NC(=C(C=2N=C(N=C(C21)N([C@@H]2[C@H](COCC2)O)C)SC)F)Cl (3R,4S)-4-((5,7-dichloro-8-fluoro-2-(methylthio)pyrido[4,3-d]pyrimidin-4-yl)(methyl)amino)tetrahydro-2H-pyran-3-ol